F[C@@H]1C[C@]2(CCCN2C1)COC1=NC2=C(C(=C(C=C2C(=N1)N1CC2CCC(C1)N2)Cl)C2=CC(=CC1=CC=C(C(=C21)CC)F)O)F 4-(2-{[(2r,7ar)-2-fluoro-hexahydro-1H-pyrrolizin-7a-yl]methoxy}-6-chloro-4-{3,8-diazabicyclo[3.2.1]oct-3-yl}-8-fluoroquinazolin-7-yl)-5-ethyl-6-fluoronaphthalene-2-ol